N[C@@H]1CN(CCC1)C1=CC(=NC=C1C=1C=NN(C1)CCCOC)NC1=NC(=NC=C1)C1=C(C=CC=C1OC)F (S)-N-(4-(3-aminopiperidin-1-yl)-5-(1-(3-methoxypropyl)-1H-pyrazol-4-yl)pyridin-2-yl)-2-(2-fluoro-6-methoxyphenyl)pyrimidin-4-amine